tert-butyl N-(17-{[2-(2,6-dioxopiperidin-3-yl)-1,3-dioxo-2,3-dihydro-1H-isoindol-4-yl]amino}-3,6,9,12,15-pentaoxaheptadecan-1-yl)carbamate O=C1NC(CCC1N1C(C2=CC=CC(=C2C1=O)NCCOCCOCCOCCOCCOCCNC(OC(C)(C)C)=O)=O)=O